6-((8,8-bis(((Z)-oct-5-en-1-yl)oxy)octyl)(2-hydroxyethyl)amino)hexyl 4,4-dibutoxybutanoate C(CCC)OC(CCC(=O)OCCCCCCN(CCO)CCCCCCCC(OCCCC\C=C/CC)OCCCC\C=C/CC)OCCCC